5-methoxy-6-(methoxymethyl)pyrimidin-4-ol COC=1C(=NC=NC1COC)O